FC(C(=O)[O-])(F)F.COC=1C=C(\C=C\2/CC(C\C(\C2=O)=C/C2=CC(=C(C=C2)OC)OC)NC(=O)C2C[NH2+]CC2)C=CC1OC 3-((3,5-Bis((E)-3,4-dimethoxybenzylidene)-4-oxocyclohexyl)carbamoyl)pyrrolidin-1-ium trifluoroacetate